S(N)(OC[C@H]1OC2(O[C@@H]1CC1=CC=CC=C1)CCCC2)(=O)=O ((2R,3R)-3-benzyl-1,4-dioxaspiro[4.4]nonan-2-yl)methyl sulfamate